C1=C(C=CC2=CC=CC=C12)CC(=O)[O-] beta-naphthylacetate